FC=1C=C(C=C(C1)F)C1=CC=2C(=NC(=CC2)OCCCCCCCCCCCO)OC1=O 3-(3,5-Difluorophenyl)-7-[(11-hydroxyundecyl)oxy]-2H-pyrano[2,3-b]pyridin-2-one